C[C@@H](C(=O)N[C@@H](CCSC)C(=O)O)NC(=O)[C@H](CCSC)N The molecule is a tripeptide composed of L-methionine, L-alanine, and L-methionine joined in sequence by peptide linkages. It derives from a L-alanine and a L-methionine.